6-[(1,3-difluoropropan-2-yl)oxy]-7-fluoro-3-(4-hydroxy-3-methoxybenzyl)-1-(tetrahydro-2H-pyran-4-yl)quinazoline FCC(CF)OC=1C=C2CN(CN(C2=CC1F)C1CCOCC1)CC1=CC(=C(C=C1)O)OC